FC1(OC2=C(O1)C=C(C(=C2)[C@@H](C)OC=2C=C(C=CC2)N2N=C(C=1CCCC(C21)OC2=CC=C(C(=O)OC)C=C2)C(F)(F)F)F)F methyl 4-[[1-[3-[(1R)-1-(2,2,6-trifluoro-1,3-benzodioxol-5-yl)ethoxy]phenyl]-3-(trifluoromethyl)-4,5,6,7-tetrahydroindazol-7-yl]oxy]benzoate